CN1C2C(OC=3C4=C1N=CN=C4C=CC3)CN(C2)C(=O)[O-] 11-methyl-7a,8,10a,11-tetrahydropyrrolo[3',4':2,3][1,4]oxazepino[5,6,7-de]quinazoline-9(10H)-carboxylate